(3R,4R)-1-(2-chloro-5-iodopyridin-4-yl)-4-fluoropiperidin-3-ol ClC1=NC=C(C(=C1)N1C[C@H]([C@@H](CC1)F)O)I